C(N)(OC)=S Methyl Thiocarbamate